C(CCCCCCC\C=C/C\C=C/CCCCC)OC(C=C)=O linoleylacrylate